CCCC(CCCCCC)[SiH](Cl)Cl 4-decyldichlorosilane